CCC(CCC)C=O hex-3-yl(methanone)